1-isopropyl-3-dimethylsilyl-2,2,4-trimethylcyclodisilazane C(C)(C)N1[Si](N([SiH]1C)[SiH](C)C)(C)C